N1C(=CC=C1)C(=O)[O-] pyrrole-2(1h)-carboxylate